NCCNCC[Si](OC)(OC)C N-(2-aminoethyl)-2-aminoethyl-methyldimethoxysilane